The molecule is a 3-hydroxy fatty acid anion that is the conjugate base of 3-hydroxyoctadecanoic acid (3-hydroxystearic acid), obtained by deprotonation of the carboxy group; major species at pH 7.3. It is a long-chain fatty acid anion and a 3-hydroxy fatty acid anion. It derives from an octadecanoate. It is a conjugate base of a 3-hydroxyoctadecanoic acid. CCCCCCCCCCCCCCCC(CC(=O)[O-])O